[Fe+3].CC(CC(C)=O)=O.CC(CC(C)=O)=O.CC(CC(C)=O)=O tris(2,4-pentanedione) iron (III)